FC=1C(=NC=C(C1)F)CNC(=O)C=1N=C(SC1CC)N1CCC(CC1)N1C[C@@H](CCC1)C N-[(3,5-difluoropyridin-2-yl)methyl]-5-ethyl-2-[(3R)-3-methyl[1,4'-bipiperidin]-1'-yl]-1,3-thiazole-4-carboxamide